C1(=CC=CC=C1)C=1C=C(C=O)C=CC1 3-phenylbenzaldehyde